FC=1C=CC(=NC1)[N+](=O)[O-] 5-fluoro-2-nitropyridin